C1(CCCCCCCCCCC(CCC1)CC(=O)Cl)CC(=O)Cl 12-cyclopentadecdiacetyl chloride